6-(2,4-dichlorophenyl)-8-methyl-2-(methylthio)pyrido[2,3-d]pyrimidin-7(8H)-one ClC1=C(C=CC(=C1)Cl)C1=CC2=C(N=C(N=C2)SC)N(C1=O)C